4-(((isopropoxycarbonyl)glycyl)oxy)butanoic acid C(C)(C)OC(=O)NCC(=O)OCCCC(=O)O